1,1'-bis(tert-butylperoxy)-3,3,5-trimethylcyclohexane C(C)(C)(C)OOC1CC(CC(C1)C)(COOC(C)(C)C)C